S-(5-((2R,3S,4S,5R)-3-(3,4-difluoro-2-methoxyphenyl)-4,5-dimethyl-5-(trifluoromethyl)tetrahydrofuran-2-carboxamido)-2-fluorophenyl)thiocarbamate FC=1C(=C(C=CC1F)[C@H]1[C@@H](O[C@]([C@H]1C)(C(F)(F)F)C)C(=O)NC=1C=CC(=C(C1)S=C(N)[O-])F)OC